N-(3-cyanophenyl)-2-(4-fluoro-2-methoxy-phenoxy)-5-(trifluoromethyl)pyridine-3-carboxamide C(#N)C=1C=C(C=CC1)NC(=O)C=1C(=NC=C(C1)C(F)(F)F)OC1=C(C=C(C=C1)F)OC